(Z)-5-((1H-indol-6-yl)methylene)-2-(benzo[d]thiazol-6-ylamino)-3,5-dihydro-4H-imidazol-4-one N1C=CC2=CC=C(C=C12)\C=C/1\C(NC(=N1)NC1=CC2=C(N=CS2)C=C1)=O